CC1=NC(=CC=C1OC[C@H]1[C@@H](CC1)C(=O)OC)C=1N=NN(C1CO[C@H]1OCCCC1)C |&1:24| (±)-trans-Methyl 2-(((2-methyl-6-(1-methyl-5-(((tetrahydro-2H-pyran-2-yl)oxy)methyl)-1H-1,2,3-triazol-4-yl)pyridin-3-yl)oxy)methyl)cyclobutanecarboxylate